Propylmagnesium chlorid C(CC)[Mg]Cl